4-methoxy-4'-fluorobenzophenone COC1=CC=C(C(=O)C2=CC=C(C=C2)F)C=C1